2-((3-(trifluoromethyl)pyridin-4-yl)oxy)-7-azaspiro[3.5]nonane hydrochloride Cl.FC(C=1C=NC=CC1OC1CC2(C1)CCNCC2)(F)F